(2S,3S,6R,7S,10R,E)-10-hydroxy-3,7-dimethyl-12-oxo-2-((E)-1-(3-(pyrrolidin-1-ylsulfonyl)phenyl)prop-1-en-2-yl)oxacyclododec-4-en-6-yl piperazine-1-carboxylate N1(CCNCC1)C(=O)O[C@H]1/C=C/[C@@H]([C@H](OC(C[C@@H](CC[C@@H]1C)O)=O)/C(=C/C1=CC(=CC=C1)S(=O)(=O)N1CCCC1)/C)C